C1(=CC=CC=C1)S(=O)(=O)NC(CC1=CC(=CC=C1)C#N)C=1SC2=C(N1)C=CC(=C2)OCCCNC(OC(C)(C)C)=O tert-butyl N-[3-[[2-[1-(benzenesulfonamido)-2-(3-cyanophenyl)ethyl]-1,3-benzothiazol-6-yl]oxy]propyl]carbamate